3,4,5-Tris((2-ethylhexyl)oxy)benzyl 4-(4-(2-hydroxyethyl)piperazin-1-yl)butanoate OCCN1CCN(CC1)CCCC(=O)OCC1=CC(=C(C(=C1)OCC(CCCC)CC)OCC(CCCC)CC)OCC(CCCC)CC